C=C1CN(CC1)C(=O)C1(CC1)C(=O)OC methyl 1-(3-methylenepyrrolidin-1-carbonyl)cyclopropane-1-carboxylate